divinyl diglycolate C(COCC(=O)OC=C)(=O)OC=C